C[C@@H]1N(C2=CC=C3C(=C2CC1)N=C(N3C3CCNCC3)[C@@H](CC=3C=NN(C3)C)C)C(=O)OC methyl (S)-7-methyl-2-((R)-1-(1-methyl-1H-pyrazol-4-yl)propan-2-yl)-3-(piperidin-4-yl)-3,7,8,9-tetrahydro-6H-imidazo[4,5-f]quinoline-6-carboxylate